tert-butyl 1-[[2-[(4,4-difluorocyclohexyl)amino]-1-(5-fluoro-3-pyridyl)-2-oxo-ethyl]-[4-(pentafluoro-λ6-sulfanyl)phenyl]carbamoyl]-7-azabicyclo[2.2.1]heptane-7-carboxylate FC1(CCC(CC1)NC(C(C=1C=NC=C(C1)F)N(C(=O)C12CCC(CC1)N2C(=O)OC(C)(C)C)C2=CC=C(C=C2)S(F)(F)(F)(F)F)=O)F